tert-butyl N-[2-[[5-(aminomethyl)-2-pyridyl]oxy]ethyl]-N-methyl-carbamate NCC=1C=CC(=NC1)OCCN(C(OC(C)(C)C)=O)C